[Cl-].N1C=[NH+]C2=C1C=CC=C2 benzimidazol-3-ium chloride